COC=1C=C(C=O)C=CC1OCC#C 3-methoxy-4-(prop-2-yn-1-yloxy)benzaldehyde